N,3-dimethylcyclobutan-1-amine CNC1CC(C1)C